NC=1C=CC(=C(C1)S(=O)(=O)N=CN(C)C)C=1C=NN2C1N=CC=C2 5-amino-N-[(dimethylamino)methylidene]-2-(pyrazolo[1,5-a]pyrimidin-3-yl)benzenesulfonamide